2-chloro-4-phenyl-6-(3-(9-phenyl-9H-fluoren-9-yl)phenyl)-1,3,5-triazine ClC1=NC(=NC(=N1)C1=CC=CC=C1)C1=CC(=CC=C1)C1(C2=CC=CC=C2C=2C=CC=CC12)C1=CC=CC=C1